ClC=1C(=C(C(=O)OC)C=CC1O)C methyl 3-chloro-4-hydroxy-2-methylbenzoate